C(C)[C@H](CCCC)C(C)C (2R,5R)-5-ethyl-6-methylheptan